6-(4-fluoro-2-methyl-phenyl)-1-[(5-methylisoxazol-3-yl)methyl]-3H-imidazo[4,5-b]pyridin-2-one FC1=CC(=C(C=C1)C=1C=C2C(=NC1)NC(N2CC2=NOC(=C2)C)=O)C